N-[1-[2-(4-aminopiperidin-1-yl)-2-oxoethyl]-3-[5-chloro-2-(difluoromethoxy)phenyl]-1H-pyrazol-4-yl]Pyrazolo[1,5-a]Pyrimidine-3-carboxamide NC1CCN(CC1)C(CN1N=C(C(=C1)NC(=O)C=1C=NN2C1N=CC=C2)C2=C(C=CC(=C2)Cl)OC(F)F)=O